(9H-fluoren-9-yl)methyl 6-(2-methoxy-2-oxoethyl)-8-(2-methylbutyl)-4,7-dioxohexahydro-2H-pyrazino[1,2-a]pyrimidine-1(6H)-carboxylate COC(CC1C(N(CC2N1C(CCN2C(=O)OCC2C1=CC=CC=C1C=1C=CC=CC21)=O)CC(CC)C)=O)=O